C(C)S(=O)(=O)C1=CC=C(CNC(=O)C2=CC=3NC4=CC=C(C=C4SC3C=C2)C=2C=NC=CC2)C=C1 N-(4-(ethylsulfonyl)benzyl)-7-(3-pyridyl)-10H-phenothiazine-2-carboxamide